((3-methyl-1-p-toluenesulfonyl-1H-indolyl)(phenyl)methyl)diphenylphosphine oxide CC1=C(N(C2=CC=CC=C12)S(=O)(=O)C1=CC=C(C)C=C1)C(C1=CC=CC=C1)P(C1=CC=CC=C1)(C1=CC=CC=C1)=O